3-(3-bromophenyl)-7,9-di-tert-butyl-4-phenyl-1-oxa-2-azaspiro[4.5]deca-2,6,9-trien-8-one BrC=1C=C(C=CC1)C1=NOC2(C1C1=CC=CC=C1)C=C(C(C(=C2)C(C)(C)C)=O)C(C)(C)C